(Dimethylamino)propyl-3,3-di((9Z,12Z)-octadeca-9,12-dien-1-yl)azetidine-1-carboxylate CN(C)CCCOC(=O)N1CC(C1)(CCCCCCCC\C=C/C\C=C/CCCCC)CCCCCCCC\C=C/C\C=C/CCCCC